NCC1=CC(=NC=C1)S(=O)(=O)CC1N(CC(C1)C1=CC=C(C=C1)F)S(=O)(=O)N1CCS(CC1)(=O)=O 4-((2-(((4-(Aminomethyl)pyridin-2-yl)sulfonyl)methyl)-4-(4-fluorophenyl)pyrrolidin-1-yl)sulfonyl)thiomorpholine 1,1-dioxide